benzyl ((S)-(4,4-difluorocyclohexyl)(2-(((3R,5R)-2-oxo-5-(trifluoromethyl)piperidin-3-yl)methyl)-3-(tetrahydro-2H-pyran-4-yl)imidazo[1,2-b][1,2,4]triazin-6-yl)methyl)carbamate FC1(CCC(CC1)[C@@H](C=1N=C2N(N=C(C(=N2)C2CCOCC2)C[C@@H]2C(NC[C@@H](C2)C(F)(F)F)=O)C1)NC(OCC1=CC=CC=C1)=O)F